(+/-)-isopropyl (1S,3S)-3-(4-(4-(3-cyclopentyl-3-methylureido)-3-methylisothiazol-5-yl)phenoxy)cyclohexane-1-carboxylate C1(CCCC1)N(C(NC=1C(=NSC1C1=CC=C(O[C@@H]2C[C@H](CCC2)C(=O)OC(C)C)C=C1)C)=O)C |r|